F[C@H]1CN(CC[C@H]1NC1=CC=CC=2N1N=C(C2SC(F)(F)F)C#CCNC2=C(C=C(C=C2)S(=O)(=O)C)OC)C (3S,4R)-3-fluoro-N-(2-{3-[(4-methanesulfonyl-2-methoxyphenyl)amino]prop-1-yn-1-yl}-3-[(trifluoromethyl)sulfanyl]pyrazolo[1,5-a]pyridin-7-yl)-1-methylpiperidin-4-amine